7-(3-((4-fluoro-2-methylpyridin-3-yl)amino)-7,8-dihydro-1,6-naphthyridin-6(5H)-yl)-8-methyl-4H-pyrimido[1,2-b]pyridazin-4-one FC1=C(C(=NC=C1)C)NC=1C=NC=2CCN(CC2C1)C=1C(=CC=2N(N1)C(C=CN2)=O)C